(S)-N-((S)-1-Amino-1-oxo-3-((S)-2-oxopyrrolidin-3-yl)propan-2-yl)-1-(2-chlorobenzoyl)-3,3-dimethyl-1,3-azasilolidine-5-carboxamide NC([C@H](C[C@H]1C(NCC1)=O)NC(=O)[C@H]1C[Si](CN1C(C1=C(C=CC=C1)Cl)=O)(C)C)=O